[N+](=O)([O-])[Co]([N+](=O)[O-])[N+](=O)[O-] trinitrocobalt (III)